{3-[(5-bromo-2-chloropyrimidin-4-yl)amino]Propyl}(methyl)amine BrC=1C(=NC(=NC1)Cl)NCCCNC